triazoleN [4-[tert-butyl(dimethyl)silyl]oxycyclohexyl]4-methylbenzenesulfonate [Si](C)(C)(C(C)(C)C)OC1CCC(CC1)OS(=O)(=O)C1=CC=C(C=C1)C.N1=NNCC1